4-(5-[[5-cyclopropyl-3-(2,6-dichlorophenyl)-1,2-oxazol-4-yl]methoxy]-3-methyl-2-azabicyclo[2.2.1]heptan-2-yl)-3-fluorobenzoic acid C1(CC1)C1=C(C(=NO1)C1=C(C=CC=C1Cl)Cl)COC1C2C(N(C(C1)C2)C2=C(C=C(C(=O)O)C=C2)F)C